5-chloro-6-fluoronaphthalene-2-ol ClC1=C2C=CC(=CC2=CC=C1F)O